5-methoxy-2-nitro-4-(prop-2-yn-1-yloxy)benzoic acid methyl ester COC(C1=C(C=C(C(=C1)OC)OCC#C)[N+](=O)[O-])=O